(3,4-difluorophenyl)-5-(3,3-dimethyl-2-oxo-1-(pyridin-3-yl)-2,3-dihydro-1H-pyrrolo[2,3-b]pyridin-4-yl)-2-(trifluoromethyl)benzamide FC=1C=C(C=CC1F)C=1C(=C(C(=O)N)C=C(C1)C1=C2C(=NC=C1)N(C(C2(C)C)=O)C=2C=NC=CC2)C(F)(F)F